3,3'-dithiobis(N-hydroxysuccinimide) ON1C(CC(C1=O)SSC1CC(=O)N(C1=O)O)=O